[SiH3]C(C(=O)OCCCCCC)C hexyl α-silylpropionate